C(C)(C)(CCC)[Si](Cl)(C)C tert-hexyl-dimethyl-chlorosilane